O1C=C(C=C1)C=1C(=CC2=CN(N=C2C1)CCC(C)(C)O)NC(=O)C=1N=C(SC1)C=1C=NC(=CC1)C N-(6-(furan-3-yl)-2-(3-hydroxy-3-methylbutyl)-2H-indazol-5-yl)-2-(6-methylpyridin-3-yl)thiazole-4-carboxamide